FC(OC1=CC2=C(N=C(O2)C2(C(C(=CC=C2)C2=C(C=CC=C2)C)C)C2=CC=C(C=C2)NC(=N)N)C=C1CN1[C@@H](CCC1)C(=O)O)F ((6-(difluoromethoxy)-2-(4''-guanidino-2,2'-dimethyl-[1,1':3,1''-terphenyl]-3-yl)benzo[d]oxazol-5-yl)methyl)-L-proline